N,N'-di(naphthalene-1-yl)-N,N'-diphenylbenzidine C1(=CC=CC2=CC=CC=C12)N(C1=CC=C(C=C1)C1=CC=C(N(C2=CC=CC=C2)C2=CC=CC3=CC=CC=C23)C=C1)C1=CC=CC=C1